5-((3-cyclopropyl-6-(2-oxo-1-((1s,3s)-3-(piperidin-1-yl)cyclobutyl)spiro[indolin-3,4'-piperidin]-6-yl)-3H-imidazo[4,5-c]pyridin-4-yl)amino)-N,2-dimethylbenzamide C1(CC1)N1C=NC2=C1C(=NC(=C2)C2=CC=C1C(=C2)N(C(C12CCNCC2)=O)C2CC(C2)N2CCCCC2)NC=2C=CC(=C(C(=O)NC)C2)C